ClC=1C=C(C2=C(N1)N(N=C2C(F)(F)F)COCC[Si](C)(C)C)C=O E-6-chloro-3-(trifluoromethyl)-1-((2-(trimethylsilyl)ethoxy)methyl)-1H-pyrazolo[3,4-b]pyridine-4-carbaldehyde